N-cyclopropyl-4-(8,9,10,11-tetrahydro-3H-pyrazolo[4,3-a]phenanthridin-7-yl)benzamide C1(CC1)NC(C1=CC=C(C=C1)C1=NC2=CC=C3C(=C2C=2CCCCC12)C=NN3)=O